(S)-1-(1H-benzo[d]imidazol-2-yl)ethane-1-amine N1C(=NC2=C1C=CC=C2)[C@H](C)N